C(C)(C)(C)OC(=O)N1CCC2(CNC2)C1 2,7-diazaspiro[3.4]Octane-7-carboxylic acid tert-butyl ester